2-(2-propen-1-yl)benzenethiol C(C=C)C1=C(C=CC=C1)S